C(=C\C1=CC=CC=C1)/C1CC2(CCCC2)CCCO1 (E)-7-styryl-8-oxaspiro[4.6]undecane